hexahydro-1H-pyrrolo[3,4-c]pyridine-1,3(2H)-dione C1(NC(C2CNCCC21)=O)=O